ammonium 2,6-Dimethylpyridinylpropylsulfonate CC1=NC(=CC=C1CCCS(=O)(=O)[O-])C.[NH4+]